C1(CC1)C1=CC(=C2C(=N1)CCC2)NC(=O)N=S(=O)(N)C=2SC=C(C2)C(C)(C)O N'-((2-cyclopropyl-6,7-dihydro-5H-cyclopenta[b]pyridin-4-yl)carbamoyl)-4-(2-hydroxypropan-2-yl)thiophene-2-sulfonimidamide